N,N-bis(3-methoxybenzyl)-3-((2-morpholinoethoxy)methyl)aniline COC=1C=C(CN(C2=CC(=CC=C2)COCCN2CCOCC2)CC2=CC(=CC=C2)OC)C=CC1